bis(mercaptomethylene)-bis(trichlorosilyl)-tetrachlorocoronene SC=C1C(C=2C(=C(C3=C(C(=C4C(=C(C=5C=CC6=CC=C1C=1C2C3=C4C5C16)Cl)Cl)Cl)Cl)[Si](Cl)(Cl)Cl)[Si](Cl)(Cl)Cl)=CS